C1CC12CCC(CC2)N2CCC(CC2)OCC=2N=C(SC2)N 4-({[1-(spiro[2.5]oct-6-yl)piperidin-4-yl]oxy}methyl)-1,3-thiazol-2-amine